6-(1-chloro-3-(4-((4-(morpholinomethyl)phenyl)ethynyl)phenyl)propan-2-yl)-5-hydroxypyrimidin-4(3H)-one ClCC(CC1=CC=C(C=C1)C#CC1=CC=C(C=C1)CN1CCOCC1)C1=C(C(NC=N1)=O)O